BrC=1C(=NN(C1)C1COC1)F 4-bromo-3-fluoro-1-(oxetan-3-yl)-1H-pyrazole